6-amino-2-(3,5-dichloro-4-((4-methyl-2-(6-chloropyridine-3-yl)quinolin-6-yl)oxy)phenyl)-1,2,4-triazine-3,5(2H,4H)-dione NC=1C(NC(N(N1)C1=CC(=C(C(=C1)Cl)OC=1C=C2C(=CC(=NC2=CC1)C=1C=NC(=CC1)Cl)C)Cl)=O)=O